1-[(2-hydroxybutyl)(methyl)amino]butan-2-ol OC(CN(CC(CC)O)C)CC